N-[6-(1-acetyl-2,2,6,6-tetramethyl-4-piperidyl)-2-(4,4-dimethylcyclohexen-1-yl)-3-pyridyl]-4-cyano-1-(2-trimethylsilylethoxymethyl)imidazole-2-carboxamide C(C)(=O)N1C(CC(CC1(C)C)C1=CC=C(C(=N1)C1=CCC(CC1)(C)C)NC(=O)C=1N(C=C(N1)C#N)COCC[Si](C)(C)C)(C)C